C(CC)N1C=2N(C3=C(C1=O)OC=C3)C(NN2)=S 4-propyl-1-thioxo-2,4-dihydrofuro[2,3-e][1,2,4]triazolo[4,3-a]pyrimidin-5(1H)-one